COC(CNC(C1=C(C=CC=C1)O)=O)OC N-(2,2-dimethoxyethyl)-2-hydroxybenzoamide